N-[(1R,2R)-2-[[5-(4-cyano-2-hydroxy-6-methyl-phenyl)oxazolo[4,5-b]pyridin-2-yl]amino]cyclopentyl]carbamic acid tert-butyl ester C(C)(C)(C)OC(N[C@H]1[C@@H](CCC1)NC=1OC=2C(=NC(=CC2)C2=C(C=C(C=C2C)C#N)O)N1)=O